FC(C(C(F)(F)F)(C(F)(F)F)O)(F)F perfluorotertiary butyl alcohol